C(C)(=O)OCCC(C)C 3-methyl-1-butyl ethanoate